BrC=1C=NC(=NC1)N[C@H]1CN(CC1)C(=O)C1=CC(=C(C=C1)NC(C=C)=O)O[C@H]1CN(CC1)C N-(4-((R)-3-((5-bromopyrimidin-2-yl)amino)pyrrolidine-1-carbonyl)-2-(((R)-1-methylpyrrolidin-3-yl)oxy)phenyl)acrylamide